3-[3-[2-[(2S)-2-methylazetidin-1-yl]-6,7-dihydro-5H-cyclopenta[d]pyrimidin-4-yl]phenyl]cyclobutanecarboxylic acid C[C@@H]1N(CC1)C=1N=C(C2=C(N1)CCC2)C=2C=C(C=CC2)C2CC(C2)C(=O)O